5-chloro-2-[2-(2-methylpyrimidin-5-yl)-5-(trifluoromethyl)pyrazol-3-yl]oxy-pyrimidine ClC=1C=NC(=NC1)OC=1N(N=C(C1)C(F)(F)F)C=1C=NC(=NC1)C